CC1=[C-]C2=CC=CC=C2C=C1.[Li+] lithium 2-methylnaphthalen-1-ide